FC1=CC(=CC2=CN(N=C12)C)NC(=O)C=1C=CC(=C2C=NC(=NC12)S(=O)C)N1C[C@H](N([C@H](C1)C)C(=O)OC(C)(C)C)C tert-butyl (2R,6S)-4-{8-[(7-fluoro-2-methylindazol-5-yl) carbamoyl]-2-methanesulfinylquinazolin-5-yl}-2,6-dimethylpiperazine-1-carboxylate